[OH-].P(=O)([O-])(O)O.[Mg+2] magnesium phosphate hydroxide